C[C@H]1[C@H]([C@H]([C@@H]([C@@H](O1)O[C@@H]2[C@H]([C@@H]([C@H](O[C@@H]2O)CO)O)O)O)O)O The molecule is a glycosylglucose consisting of an alpha-L-fucopyranose residue and an alpha-D-glucopyranose residue joined in sequence by a (1->2) glycosidic bond. It derives from an alpha-D-glucose and an alpha-L-fucose.